(S,E)-5-(diphenylphosphorylamino)-7-methyloct-3-enamide C1(=CC=CC=C1)P(=O)(C1=CC=CC=C1)N[C@H](/C=C/CC(=O)N)CC(C)C